1,2-oxa-thiolane O1SCCC1